CCCCCCCCCCCCCCCCCCC(=O)O[C@H](CO/C=C\CCCCCCCCCCCCCCCC)COP(=O)([O-])OCC[N+](C)(C)C 1-(1Z-octadecenyl)-2-nonadecanoyl-glycero-3-phosphocholine